4-((2R,3R)-3-(4-acryloylpiperazin-1-yl)-2-methylazetidin-1-yl)-2-(difluoromethyl)-6-(4-(4-methyl-1-(oxetan-3-yl)-1H-pyrazol-5-yl)piperidin-1-yl)nicotinonitrile C(C=C)(=O)N1CCN(CC1)[C@H]1[C@H](N(C1)C1=CC(=NC(=C1C#N)C(F)F)N1CCC(CC1)C1=C(C=NN1C1COC1)C)C